ClC1=C(C=C(C=C1)F)C1(NC(C2=C1C(=CC1=C(N(N=C21)C)CC#N)NC(C2=CC(=CC(=C2)C(F)(F)F)F)=O)=O)O N-(6-(2-chloro-5-fluorophenyl)-3-(cyanomethyl)-6-hydroxy-2-methyl-8-oxo-2,6,7,8-tetrahydropyrrolo[3,4-g]indazol-5-yl)-3-fluoro-5-(trifluoromethyl)benzamide